CC1(OC=2C=C(C=C(C2C2=C1CCC(C2)C)O)C(C)CCCC=CC)C 6,6,9-Trimethyl-3-oct-6-en-2-yl-7,8,9,10-tetrahydrobenzo[c]chromen-1-ol